C(C)(C)N1CCN(CC1)[C@@H]1[C@@H](N(CC1)C(=O)OC(C)(C)C)C tert-Butyl (2S,3S)-3-(4-isopropylpiperazin-1-yl)-2-methylpyrrolidine-1-carboxylate